NCCOC1=C(CC2CC3(CN(C3)C(=O)OC(C(F)(F)F)C(F)(F)F)C2)C=CC=C1 1,1,1,3,3,3-hexafluoropropan-2-yl 6-(2-(2-aminoethoxy)benzyl)-2-azaspiro[3.3]heptane-2-carboxylate